4-(2-(4-chloro-2-fluorophenyl)-6-fluoro-2-methylbenzo[d][1,3]dioxol-4-yl)piperidine TFA salt OC(=O)C(F)(F)F.ClC1=CC(=C(C=C1)C1(OC2=C(O1)C=C(C=C2C2CCNCC2)F)C)F